N1(CCNCC1)C(=O)C1=CC=C(C=C1)C=1C=NC=C(C(=O)NC2=CC(=CC=C2)CC)C1 5-(4-(piperazine-1-carbonyl)phenyl)-N-(3-ethylphenyl)nicotinamide